N-(3-(N-cyclopropylsulfamoyl)phenyl)-2-(6-azaspiro[2.5]octan-6-yl)nicotinamide C1(CC1)NS(=O)(=O)C=1C=C(C=CC1)NC(C1=C(N=CC=C1)N1CCC2(CC2)CC1)=O